C(CCC)N1C(=NC=2N(C(NC(C12)=O)=O)C)SC(C(=O)OCC)CC ethyl 2-[(7-butyl-3-methyl-2,6-dioxo-2,3,6,7-tetrahydro-1H-purin-8-yl)thio]butanoate